ammonium 2-carboxyethyl acrylate C(C=C)(=O)OCCC(=O)O.[NH4+]